(R)-3-((4-hydroxy-1-(3-phenylbutanoyl)piperidin-4-yl)methyl)-6-(naphthalen-1-yl)pyrimidin-4(3H)-one OC1(CCN(CC1)C(C[C@@H](C)C1=CC=CC=C1)=O)CN1C=NC(=CC1=O)C1=CC=CC2=CC=CC=C12